(Fmoc-amino)propyl bromide C(=O)(OCC1C2=CC=CC=C2C2=CC=CC=C12)NCCCBr